CC1(CCCC=2C(=C(NC12)C(=O)O)C1=CC=CC=C1)C 7,7-Dimethyl-3-phenyl-4,5,6,7-tetrahydro-1H-indole-2-carboxylic acid